O1C=NC=C1C=1C=CC=2N(C1)N=C(N2)N[C@H]2CN(CC2)C(=O)OC(C)(C)C tert-butyl (R)-3-((6-(oxazol-5-yl)-[1,2,4]triazolo[1,5-a]pyridin-2-yl)amino)pyrrolidine-1-carboxylate